C=1(O)C(=C(C(O)=CC1)CCC(=O)O)CCC(=O)O.C(CC)(=O)O.C(CC)(=O)O.C1(O)=CC=C(O)C=C1 hydroquinone dipropionate (hydroquinonedipropionate)